ClC1=C2C(=NC=C1F)C=C(O2)[Si](C)(C)C (7-chloro-6-fluoro-furo[3,2-b]pyridin-2-yl)-trimethyl-silane